COC=1C(=NC=C(C1)S(=O)(=O)C(C)C)N Methoxy-5-(propane-2-sulfonyl)pyridin-2-amine